methyl (2R)-2-(tert-butoxycarbonylamino)-3-(cyclopropoxy)propanoate C(C)(C)(C)OC(=O)N[C@@H](C(=O)OC)COC1CC1